N-(5-(1-benzyl-1H-pyrazol-3-yl)-8-(methylamino)-2,7-naphthyridin-3-yl)cyclopropanecarboxamide C(C1=CC=CC=C1)N1N=C(C=C1)C1=C2C=C(N=CC2=C(N=C1)NC)NC(=O)C1CC1